5-(4-Cyano-5-{[(4-fluorophenyl)methyl]sulfanyl}-1-(thiophen-2-carbonyl)-1H-pyrazol-3-yl)-N,N-dimethyl-2-oxopiperidin-1-sulfonamid C(#N)C=1C(=NN(C1SCC1=CC=C(C=C1)F)C(=O)C=1SC=CC1)C1CCC(N(C1)S(=O)(=O)N(C)C)=O